CN(CCC=1SC2=C(N1)C=C(C=C2)C2N(CC(CC2)C)C(C(=O)NC=2C=NC(=C(C(=O)N)C2)OC)=O)C Racemic-5-(2-(2-(2-(2-(dimethylamino)ethyl)benzo[d]thiazol-5-yl)-5-methylpiperidin-1-yl)-2-oxoacetamido)-2-methoxynicotinamide